3-((S)-3-cyclohexyl-6-(methoxycarbonyl)-7-methyl-6,7,8,9-tetrahydro-3H-imidazo[4,5-f]quinolin-2-yl)-2-phenylpropanoic acid C1(CCCCC1)N1C(=NC2=C3CC[C@@H](N(C3=CC=C21)C(=O)OC)C)CC(C(=O)O)C2=CC=CC=C2